4-amino-N-(1-cyano-1-methyl-ethyl)pyridine-2-carboxamide NC1=CC(=NC=C1)C(=O)NC(C)(C)C#N